4-((3-((8-(4-cyanophenyl)-2,3-dihydro-4H-pyrido[4,3-b][1,4]thiazin-4-yl)sulfonyl)azetidin-1-yl)sulfonyl)benzonitrile C(#N)C1=CC=C(C=C1)C1=CN=CC2=C1SCCN2S(=O)(=O)C2CN(C2)S(=O)(=O)C2=CC=C(C#N)C=C2